ClC1=C(C(=C(C=C1OC)OC)Cl)C1=CC2=C(N=C(N=C2)N[C@@H]2COCC[C@@H]2NC(C=C)=O)C(=N1)C=1C=NN(C1)C N-((3S,4S)-3-((6-(2,6-dichloro-3,5-dimethoxyphenyl)-8-(1-methyl-1H-pyrazol-4-yl)pyrido[3,4-d]pyrimidin-2-yl)amino)tetrahydro-2H-pyran-4-yl)acrylamide